2-(3,5-di-t-butyl-2-hydroxyphenyl)-2H-benzotriazole C(C)(C)(C)C=1C(=C(C=C(C1)C(C)(C)C)N1N=C2C(=N1)C=CC=C2)O